NC1=C(C2=CN(N=C2C=C1C(=O)OC)C)Cl methyl 5-amino-4-chloro-2-methyl-indazole-6-carboxylate